7-chloro-4-(4-ethyl-(2-hydroxyethyl)-amino-1-butylamino)quinoline ClC1=CC=C2C(=CC=NC2=C1)N(CCCC(CC)CCO)N